C(C1=CC=CC=C1)NC(C([C@H](C[C@H]1C(NCC1)=O)NC(=O)[C@H]1NC[C@@H](C1)C(C)C)O)=O (3S)-N-benzyl-2-hydroxy-3-{[(2S,4S)-4-isopropylpyrrolidin-2-yl]formamido}-4-[(3S)-2-oxopyrrolidin-3-yl]butanamide